C(C)(C)(C)OC(CC1(CCN(CC1)C1=C(C=C(C=C1)C=1C(=NC(=CC1)OCC1=CC=CC=C1)OCC1=CC=CC=C1)F)O)=O 2-[1-[4-(2,6-dibenzyloxy-3-pyridyl)-2-fluoro-phenyl]-4-hydroxy-4-piperidyl]acetic acid tert-butyl ester